1-(6-(2-methoxyethoxy)naphthalene-2-yl)-N1-phenyl-benzene-1,4-diamine COCCOC=1C=C2C=CC(=CC2=CC1)C1(CC=C(C=C1)N)NC1=CC=CC=C1